O1CC(OC2=NC=CC=C21)C2=CC=C(CN1C(OCC1)=O)C=C2 3-[4-(2,3-dihydro[1,4]dioxino[2,3-b]pyridin-3-yl)benzyl]-1,3-oxazolidin-2-one